1-decyl-1-butylpyrrolidinium fluoride [F-].C(CCCCCCCCC)[N+]1(CCCC1)CCCC